(Z)-3-(2-cyano-2-(5-(trifluoromethyl)-1H-indol-3-yl)vinyl)-methoxybenzonitrile C(#N)\C(=C/C=1C(=C(C#N)C=CC1)OC)\C1=CNC2=CC=C(C=C12)C(F)(F)F